CC=1N=C(C2=C(N1)CSC2)N[C@H](C)C2=C(C(=CC=C2)C(F)(F)F)C (R)-2-methyl-N-(1-(2-methyl-3-(trifluoromethyl)phenyl)ethyl)-5,7-dihydrothieno[3,4-d]pyrimidin-4-amine